methyl (E)-4-phenylbut-2-enoate C1(=CC=CC=C1)C/C=C/C(=O)OC